C1(CCC1)C1=NNC(=C1I)C(=O)OC Methyl 3-cyclobutyl-4-iodo-1H-pyrazole-5-carboxylate